CC1=CC=2OCC[C@H]3N(C2N=C1)CCNC3 (R)-3-methyl-6,7,7a,8,10,11-hexahydro-9H-pyrazino[1,2-d]pyrido[3,2-b][1,4]oxazepin